COC=1C=C(C=CC1OC)C=1NC2=CC=C(C=C2C1C(C)C)C1=CC(=CC=C1)N1CCNCC1 2-(3,4-dimethoxyphenyl)-3-isopropyl-5-(3-(piperazin-1-yl)phenyl)-1H-indole